4-(4-methylpiperazin-1-yl)cyclohexanecarboxylic acid ethyl ester C(C)OC(=O)C1CCC(CC1)N1CCN(CC1)C